2-(2-(diphenylphosphino)benzylidene)malononitrile C1(=CC=CC=C1)P(C1=C(C=C(C#N)C#N)C=CC=C1)C1=CC=CC=C1